C1(=C(C=CC=C1)P(C1=C(C=CC=C1)C)C1=C(C=CC=C1)C)C tritolyl-phosphine